COC=1C=C(C=C(C1)OC)CCNC(=O)C1C(C2=CC=C(C=C2C1=O)C(=O)C=1C=C2C(C(C(C2=CC1)=O)C(NCCC1=CC(=CC(=C1)OC)OC)=O)=O)=O N-[2-(3,5-dimethoxyphenyl)ethyl]-5-(2-{[2-(3,5-dimethoxyphenyl)ethyl]carbamoyl}-1,3-dioxo-2,3-dihydro-1H-indene-5-carbonyl)-1,3-dioxo-2,3-dihydro-1H-indene-2-carboxamide